BrC=1C=C(C=2NC3=CC=CC=C3C2C1)C=1C=C(C=CC1)C1=CC=CC=C1 3-bromo-(biphenyl-3-yl)carbazole